ClC=1C(=NC(=NC1)NC1=CC=C(C=C1)N1CCOCC1)N1C=C(C2=CC(=CC(=C12)C)NC(C=C)=O)C N-[1-[5-chloro-2-(4-morpholinoanilino)pyrimidin-4-yl]-3,7-dimethyl-indol-5-yl]prop-2-enamide